tert-Butyl-(S)-4-(7-((1S,2R,4R)-bicyclo[2.2.1]heptan-2-yl)-5-iodo-7H-pyrrolo[2,3-d]pyrimidin-4-yl)-3-methylpiperazine-1-carboxylate C(C)(C)(C)OC(=O)N1C[C@@H](N(CC1)C=1C2=C(N=CN1)N(C=C2I)[C@H]2[C@H]1CC[C@@H](C2)C1)C